2-methyl-2-[3-[3-[2-[[2-[(1-methylsulfonylpyrrole-3-carbonyl)amino]acetyl]amino]thiazol-4-yl]phenyl]pyrazol-1-yl]propanoic acid CC(C(=O)O)(C)N1N=C(C=C1)C1=CC(=CC=C1)C=1N=C(SC1)NC(CNC(=O)C1=CN(C=C1)S(=O)(=O)C)=O